CC1=C(C=CC=C1)NC=O N-2-methylphenyl-formamide